C1(CC1)N1N=CC(=C1)[C@H]1CN(C[C@H](O1)C(F)F)C1=NC2=NC(=C(N=C2C(=N1)C1=C(C=C(C=C1)C(F)(F)F)F)C)C (2S,6S)-2-(1-cyclopropylpyrazol-4-yl)-6-(difluoromethyl)-4-[4-[2-fluoro-4-(trifluoromethyl)phenyl]-6,7-dimethyl-pteridin-2-yl]morpholine